C(\C=C\CCCCCCCCC(=O)O)(=O)O Traumatic Acid